(R or S)-N-(2-(1-cyclopropyl-2-hydroxy-2-methylpropyl)-3-oxoisoindolin-4-yl)-6-methyl-[1,3]dioxolo[4,5-b]pyridine-7-carboxamide C1(CC1)[C@H](C(C)(C)O)N1CC2=CC=CC(=C2C1=O)NC(=O)C1=C2C(=NC=C1C)OCO2 |o1:3|